6-((4-((tert-Butyldiphenylsilyl)oxy)butyl)amino)-11-((N-(2-hexyldecanoyl)-N-methyl-glycyl)oxy)undecyl 3-hexylundecanoate C(CCCCC)C(CC(=O)OCCCCCC(CCCCCOC(CN(C)C(C(CCCCCCCC)CCCCCC)=O)=O)NCCCCO[Si](C1=CC=CC=C1)(C1=CC=CC=C1)C(C)(C)C)CCCCCCCC